C(C)(C)(C)OC(=O)C1=CC=C(C=C1)N1[C@@H]2C[C@H]([C@H](C1)C2)OC(=O)C=2C(=NOC2C2CC2)C2=C(C=CC=C2Cl)Cl 5-cyclopropyl-3-(2,6-dichlorophenyl)-1,2-oxazole-4-carboxylic acid (1S,4S,5R)-2-[4-[(tert-butoxy) carbonyl] phenyl]-2-azabicyclo[2.2.1]heptane-5-yl ester